butane-1,3-diyl bis(4-phenylbutanoate) C1(=CC=CC=C1)CCCC(=O)OCCC(C)OC(CCCC1=CC=CC=C1)=O